methyl N-[5-[6-[(3-fluoro-2-methoxy-phenyl)-methyl-carbamoyl]imidazo[1,2-a]pyridin-3-yl]-2-pyridyl]carbamate FC=1C(=C(C=CC1)N(C(=O)C=1C=CC=2N(C1)C(=CN2)C=2C=CC(=NC2)NC(OC)=O)C)OC